NC=1N(C2=C(C(=CC=C2C1SC=1C=C(C(=O)O)C=CC1)Cl)F)C=1C=NN(C1)CCC 3-((2-amino-6-chloro-7-fluoro-1-(1-propyl-1H-pyrazol-4-yl)-1H-indol-3-yl)thio)benzoic acid